Cl.N[C@H](C(=O)NC=1SC(=CN1)C(COC)N1C(CCC(C1)(F)F)=C=O)C1CCC(CC1)C (2S)-2-amino-N-(5-(1-(5,5-difluoro-2-carbonylpiperidin-1-yl)-2-methoxyethyl)thiazol-2-yl)-2-((1r,4S)-4-methylcyclohexyl)acetamide hydrochloride